isopropyl-(R)-4-(1-(2-cyano-1-cyclopentylethyl)-1H-pyrazol-4-yl)-7H-pyrrolo[2,3-d]pyrimidine C(C)(C)C=1N=C(C2=C(N1)NC=C2)C=2C=NN(C2)[C@H](CC#N)C2CCCC2